FC1=C(CC2=NC3=C(N2C[C@H]2OCC2)C=C(C=C3)C(=O)O)C=C(C(=C1)C1=NC(=CC=C1)OCC1=NC=C(C=C1F)C#CC1=CN=CN1C)F (S)-2-(2,5-difluoro-4-(6-((3-fluoro-5-((1-methyl-1H-imidazol-5-yl)ethynyl)pyridin-2-yl)methoxy)pyridin-2-yl)benzyl)-1-(oxetan-2-ylmethyl)-1H-benzo[d]imidazole-6-carboxylic acid